C(C)OC(=O)C=1C=CC=2N(C1)N=C(C2C)C=2N(C1=C(C=CC=C1C2)OCC2CNC(C2)=O)CC2CC2 2-(1-(Cyclopropylmethyl)-7-((5-oxopyrrolidin-3-yl)methoxy)-1H-indol-2-yl)-3-methylpyrazolo[1,5-a]pyridine-6-carboxylic acid ethyl ester